tert-butyl N-[7-chloro-6-(3-fluoro-2-pyridyl)-4-methyl-8-(trifluoromethyl)-4H-[1,2,4]triazolo[1,5-a][1,4]benzodiazepin-2-yl]carbamate ClC1=C(C=CC2=C1C(=NC(C=1N2N=C(N1)NC(OC(C)(C)C)=O)C)C1=NC=CC=C1F)C(F)(F)F